C(C)(C)OC1=C(C=CC=C1)[C@@H]1CN(CCN1)CC=1C=NC(=CC1)C (R)-3-(2-isopropoxyphenyl)-1-((6-methylpyridin-3-yl)methyl)piperazine